COC(=O)C=1C=C(OCC2N(CC3=CC=CC=C3C2)C(=O)OC(C)(C)C)C=CC1C tert-butyl 3-((3-(methoxycarbonyl)-4-methylphenoxy)methyl)-3,4-dihydroisoquinoline-2(1H)-carboxylate